O=CCOP(=O)(O)O 2-oxoethyldihydrogenphosphat